C1(CCCC1)C1NCCCCC1 2-cyclopentylazepan